FC(CN1N=CC=2C1=NC(=CN2)N2CCC1(CN(CCO1)C=1C=NC=C(C1)C(F)(F)F)CC2)F 9-[1-(2,2-difluoroethyl)-1H-pyrazolo[3,4-b]pyrazin-6-yl]-4-[5-(trifluoromethyl)pyridin-3-yl]-1-oxa-4,9-diazaspiro[5.5]undecane